CC1=NC(=CC(=C1)O[C@@H]1C[C@H](N(C1)CC1=CN=C(S1)NC(C)=O)C)C N-(5-(((2R,4R)-4-((2,6-dimethylpyridin-4-yl)oxy)-2-methylpyrrolidin-1-yl)methyl)thiazol-2-yl)acetamide